(S)-4-hydroxy-7-methoxy-1-methyl-6-((tetrahydrofuran-3-yl)oxy)-1H-benzo[c][1,2,6]thiadiazine-2,2-dioxide OC=1C2=C(N(S(N1)(=O)=O)C)C=C(C(=C2)O[C@@H]2COCC2)OC